4-Cyclopropyl-N-((4,4-difluorocyclohexyl)(5-((2-oxo-4-(trifluoromethyl)imidazolidin-1-yl)methyl)benzo[d]oxazol-2-yl)methyl)-1,2,5-oxadiazole-3-carboxamide C1(CC1)C=1C(=NON1)C(=O)NC(C=1OC2=C(N1)C=C(C=C2)CN2C(NC(C2)C(F)(F)F)=O)C2CCC(CC2)(F)F